O(C1=CC=CC=C1)CC1NC(OC1)=O (E)-4-(phenoxymethyl)-2-oxazolidinone